COC=1C=C(C=CC1OC)[C@H]1OC[C@@H]([C@@H]1CO)CC1=CC(=C(C(=C1)OC)OC)OC ((2S,3R,4R)-2-(3,4-dimethoxyphenyl)-4-(3,4,5-trimethoxybenzyl)tetrahydrofuran-3-yl)methanol